4-fluoro-1-[2-(5-methyl-1H-indol-3-yl)acetyl]-N-{phenyl-[4-(prop-2-yl)phenyl]methyl}pyrrolidine-2-carboxamide FC1CC(N(C1)C(CC1=CNC2=CC=C(C=C12)C)=O)C(=O)NC(C1=CC=C(C=C1)C(C)C)C1=CC=CC=C1